C(C)C(CC1NC(N(C1=O)C1CC2(CC(C2)OC2=NC=CC=C2C(=O)N)C1)=O)CC 2-{[(αR)-6-(4-(2-ethylbutyl)-2,5-dioxoimidazolidin-1-yl)spiro[3.3]-heptan-2-yl]oxy}-pyridine-3-carboxamide